C(C)(C)OC(C1=NC(=C(C=C1)N)NC[C@H]1OCC1)=O.C(C1CO1)OC=1C=C(N(CC2CO2)CC2CO2)C=CC1 3-(2,3-epoxypropoxy)N,N-bis(2,3-epoxypropyl)aniline (S)-Isopropyl-5-amino-6-((oxetan-2-ylmethyl)amino)picolinate